(S)-4-(4-(3-bromo-2-methylphenoxy)phenyl)pentanoic acid BrC=1C(=C(OC2=CC=C(C=C2)[C@H](CCC(=O)O)C)C=CC1)C